5-(4-chlorobenzyl)-8-(4-ethylcyclohexyl)-6,9-dioxo-2,5,8-triazaspiro[3.5]nonane-2-carboxamide ClC1=CC=C(CN2C3(CN(C3)C(=O)N)C(N(CC2=O)C2CCC(CC2)CC)=O)C=C1